N-(3-amino-propyl)-N,N'-bis-(dodecyloxyethyl)-piperazinium bromide [Br-].NCCC[N+]1(CCN(CC1)CCOCCCCCCCCCCCC)CCOCCCCCCCCCCCC